pyridine 1-oxide formate C(=O)O.[N+]1(=CC=CC=C1)[O-]